C(#N)[C@H](C)NC(C1=CC=C(C=C1)C1=NC(=NC=C1C)NC=1C=NN(C1)C1CC1)=O (S)-N-(1-cyanoethyl)-4-(2-((1-cyclopropyl-1H-pyrazol-4-yl)amino)-5-methylpyrimidin-4-yl)benzamide